C(C)(C)(C)C=1CC(C=CC1O)(C)C(C)(C)C 2,4-di-tert-butyl-p-cresol